O-methyl-xylofuranosyladenosine CO[C@H]1[C@@](O[C@@H]([C@H]1O)CO)(N1C=NC=2C(N)=NC=NC12)C1[C@H](O)[C@@H](O)[C@H](O1)CO